OCCOC1=C(C=CC=C1)C1CC(CCC1)C1=C(C=CC=C1)OCCO 1,3-bis{(2-hydroxyethoxy)phenyl}cyclohexane